C(#N)[C@H]1N(CSC1)C(CNC(=O)C1=CC=NC2=CC=C(C=C12)C1(CCN(CC1)C)F)=O (R)-N-(2-(4-Cyanothiazolidin-3-yl)-2-oxoethyl)-6-(4-fluoro-1-methyl-piperidin-4-yl)quinoline-4-carboxamide